4-((1-methylpiperidin-4-yl)amino)-1-(2,2,2-trifluoroethyl)-1H-indole-2-carbohydrazide CN1CCC(CC1)NC1=C2C=C(N(C2=CC=C1)CC(F)(F)F)C(=O)NN